ClC=1C=CC(=C(C1)CCN1C[C@H](NCC1)COC1=CC=C(C=C1)S(=O)(=O)C)C (3S)-1-[2-(5-chloro-2-methylphenyl)ethyl]-3-[(4-methanesulfonylphenoxy)methyl]piperazine